C(C)N1C2=NC(=NC(=C2N=C1C(O)C1=CC=NC=C1)N1CCOCC1)C1=CC(=CC=C1)C1=NN(C=C1)C (9-ethyl-2-(3-(1-methyl-1H-pyrazol-3-yl)phenyl)-6-morpholino-9H-purin-8-yl)(pyridin-4-yl)methanol